CC(CCCCC=CCCCCCCC)CC 14-methyl-8-hexadecene